ClC=1C=CC2=C(OCC(N2C2CN(CC2)C(=O)OC(C)(C)C)=O)C1 tert-butyl 3-(7-chloro-3-oxo-2H-benzo[b][1,4]oxazin-4(3H)-yl)pyrrolidine-1-carboxylate